C(#N)C1=CC=C(C=N1)C1CCN(CC1)C(=O)OC(C)(C)C tert-Butyl 4-(6-cyanopyridin-3-yl)piperidine-1-carboxylate